benzyl N-(but-3-en-1-yl)-N-(2,2-difluoroethyl)carbamate C(CC=C)N(C(OCC1=CC=CC=C1)=O)CC(F)F